OCC1OC(CC1)CO 2,5-bishydroxymethyltetrahydrofuran